(cis-3-(7-hydroxy-3,7-dihydro-[1,2]oxaborinino[5,6-d]pyrrolo[2,3-b]pyridin-9-yl)cyclobutyl)methanesulfonamide OB1OC=2C(=C3C(=NC2)NC=C3)C(=C1)[C@H]1C[C@H](C1)CS(=O)(=O)N